2-ethylbutyl ((R)-((S)-2,2-difluoro-1-((2S,3S,5R)-5-(5-fluoro-2,4-dioxo-3,4-dihydropyrimidin-1(2H)-yl)-3-hydroxytetrahydrofuran-2-yl)ethoxy)(phenoxy)phosphoryl)-L-alaninate FC([C@@H](O[P@@](=O)(OC1=CC=CC=C1)N[C@@H](C)C(=O)OCC(CC)CC)[C@H]1O[C@H](C[C@@H]1O)N1C(NC(C(=C1)F)=O)=O)F